BrC1=NC=C2C=3C(=CC=CC13)C(N2C2C(NC(CC2)=O)=O)=O 3-(6-bromo-2-oxopyrrolo[2,3,4-de]isoquinolin-1(2H)-yl)piperidine-2,6-dione